tert-butyl (3s,4r)-4-(4-(3-(2,6-bis(benzyloxy) pyridin-3-yl)-1-methyl-1H-indazol-6-yl) piperazine-1-carbonyl)-3-methylpiperidine-1-carboxylate C(C1=CC=CC=C1)OC1=NC(=CC=C1C1=NN(C2=CC(=CC=C12)N1CCN(CC1)C(=O)[C@H]1[C@@H](CN(CC1)C(=O)OC(C)(C)C)C)C)OCC1=CC=CC=C1